NC(CC(=O)O)C(NC(C(OC(C)C)=O)CCCC)=O 3-Amino-3-{[1-oxo-1-(propan-2-yloxy)hexan-2-yl]carbamoyl}propanoic acid